NC=1SC(=C(N1)C)C=1C=C(C=C(C1)N1CCOCC1)CC1=CC=CC=C1 (3-(2-amino-4-methylthiazol-5-yl)-5-morpholinophenyl)(phenyl)methan